C[C@H]1CC[C@@H](N(C1)C(=O)OC(C)(C)C)[C@H]1CN(CCC1)C |&1:14| rac-tert-butyl (2R,5S)-5-methyl-2-(1-methyl-3-piperidyl)piperidine-1-carboxylate